Cl.N[C@H](CN)C(C)(C)C (2S)-2-amino-3,3-dimethylbutylamine hydrochloride